pyrrolidine-3-thiol N1CC(CC1)S